ClC=1N=CC2=CC(=C3C(=C2C1)N(C=N3)C)C=3C(=CC(=NC3)C(CCC)=O)C 1-(5-(8-chloro-1-methyl-1H-imidazo[4,5-f]isoquinolin-4-yl)-4-methylpyridin-2-yl)butan-1-one